OC1C=C(CC(C1)O)C(C)=O 1-(3,5-Dihydroxycyclohexen-1-yl)ethan-1-one